2-bromoethyl [(Z)-non-3-enyl] hydrogen phosphate P(=O)(OCCBr)(OCC\C=C/CCCCC)O